C(CCCCCCO)O 1,7-Heptan-diol